3-[3-chloro-4-[4-(4-hydroxyphenyl)-1-piperidyl]phenyl]piperidine-2,6-dione ClC=1C=C(C=CC1N1CCC(CC1)C1=CC=C(C=C1)O)C1C(NC(CC1)=O)=O